NC1=CC=2OC[C@H](N3C(C(=CC(=C1)C32)OCC(=O)NC)=O)C 2-[[(2R)-7-amino-2-methyl-12-oxo-4-oxa-1-azatricyclo[7.3.1.05,13]trideca-5(13),6,8,10-tetraen-11-yl]oxy]-N-methyl-acetamide